2-{3,5-Dimethyl-4-[2-(pyrrolidin-1-yl)ethoxy]phenyl}-5,7-dimethoxy-3H,4H-pyrido[2,3-d]pyrimidin-4-on CC=1C=C(C=C(C1OCCN1CCCC1)C)C=1NC(C2=C(N1)N=C(C=C2OC)OC)=O